C(C)OC([C@H]([C@@H](C1=CC=CC=C1)NC(=O)OC(C)(C)C)NC1=NC=C(C=C1N)Br)=O.OC(COC1=CC=C(C=C1)C1=CC=C(C=C1)OCC(CCCC)O)CCCC 4,4'-bis(beta-hydroxyhexoxy)biphenyl ethyl-(2S,3R)-2-[(3-amino-5-bromo-2-pyridyl)amino]-3-(tert-butoxycarbonylamino)-3-phenyl-propanoate